FC=1C(=CC=2C3=C(NC(C2C1)=O)COC[C@H]3N(C(C3=CC(=CC=C3)S(=O)(=O)C)=O)C)F (S)-N-(8,9-Difluoro-6-oxo-1,4,5,6-tetrahydro-2H-pyrano[3,4-c]isoquinolin-1-yl)-N-methyl-3-(methylsulfonyl)benzamide